NC1=C2N=CN(C2=NC(=N1)Cl)[C@H]1[C@H]([C@@H]([C@H](O1)COC(C(=O)O)(C(=O)O)CC=1OC(=CC1)C(F)(F)F)O)F 2-(((2R,3R,4S,5R)-5-(6-amino-2-chloro-9H-purin-9-yl)-4-fluoro-3-hydroxytetrahydro-furan-2-yl)methoxy)-2-((5-(trifluoromethyl)-furan-2-yl)methyl)malonic acid